N-(5-chloro-2-fluorophenyl)-1-methyl-9-(1,2,3,6-tetrahydropyridin-4-yl)-6,7-dihydro-5H-benzo[c][1,2,3]triazolo[1,5-a]azepin-7-amine 2,2,2-trifluoroacetate FC(C(=O)O)(F)F.ClC=1C=CC(=C(C1)NC1C2=C(C=3N(CC1)N=NC3C)C=CC(=C2)C=2CCNCC2)F